(R)-4-(pyrrolidin-3-yloxy)-N-(quinoxalin-6-ylmethyl)-5-(trifluoromethyl)pyridin-3-amine N1C[C@@H](CC1)OC1=C(C=NC=C1C(F)(F)F)NCC=1C=C2N=CC=NC2=CC1